N-(5-(5-(2,2-diethyl-4-oxochroman-6-yl)-1,2,4-oxadiazol-3-yl)pyridin-3-yl)acetamide C(C)C1(OC2=CC=C(C=C2C(C1)=O)C1=NC(=NO1)C=1C=C(C=NC1)NC(C)=O)CC